C(C)(C)(C)OC(=O)N1CCN(CC1)C1=NC=C(C=C1)C1=C2C(=NC=C1C#N)N(C(=C2)C=2C=NN(C2)C)COCC[Si](C)(C)C 4-(5-(5-cyano-2-(1-methyl-1H-pyrazol-4-yl)-1-((2-(trimethylsilyl)ethoxy)methyl)-1H-pyrrolo[2,3-b]pyridin-4-yl)pyridin-2-yl)piperazine-1-carboxylic acid tert-butyl ester